(S)-3-aminobutyrate N[C@H](CC(=O)[O-])C